methyl trans-4-(benzimidazol-1-ylmethyl)cyclohexanecarboxylate N1(C=NC2=C1C=CC=C2)C[C@@H]2CC[C@H](CC2)C(=O)OC